1-(3-bromo-2-fluorophenyl)4,5-dihydro-3H-isothiazole 1-oxide BrC=1C(=C(C=CC1)S1(NCCC1)=O)F